3-benzyl-1-(trans-4-((5-cyano-4-(3-methyl-1H-pyrazol-4-yl)pyrimidin-2-yl)amino)cyclohexyl)-1-(2'-methoxy-5,5'-bipyrimidin-2-yl)urea C(C1=CC=CC=C1)NC(N(C1=NC=C(C=N1)C=1C=NC(=NC1)OC)[C@@H]1CC[C@H](CC1)NC1=NC=C(C(=N1)C=1C(=NNC1)C)C#N)=O